(S)-1-(2-(3-(Dimethylamino)pyrrolidin-1-yl)benzo[d]oxazol-6-yl)-4-oxo-6-(4-(pyrrolidine-1-yl)phenyl)-1,4-dihydropyridine-3-carboxylic acid CN([C@@H]1CN(CC1)C=1OC2=C(N1)C=CC(=C2)N2C=C(C(C=C2C2=CC=C(C=C2)N2CCCC2)=O)C(=O)O)C